5-[3-{2-[5-amino-1,3-dioxan-2-yl]ethyl}-4-(trifluoromethyl)phenyl]-1,3,4-oxadiazol-2(3H)-one hydrochloride Cl.NC1COC(OC1)CCC=1C=C(C=CC1C(F)(F)F)C1=NNC(O1)=O